O1C(=NN=C1C=1C=C(C=CC1)C=1C(=O)NC(C1)=O)C=1C=C(C=CC1)C=1C(=O)NC(C1)=O [1,3,4-oxadiazole-2,5-diylbis(3,1-phenylene)]bismaleimide